CC1(C2=CC(=CC=3C(C(C=4C=C(C=C1C4C23)[N+](=O)[O-])(C)C)(C)C)[N+](=O)[O-])C 4,4,8,8,9,9-hexamethyl-2,6-dinitro-8,9-dihydro-4H-cyclopenta[def]phenanthrene